6-(2-aminopyridin-4-yl)-N-(2-(4-((3,5-difluoro-4-(trifluoromethoxy)benzyl)amino)butoxy)ethyl)-1H-indazol-4-amine NC1=NC=CC(=C1)C=1C=C(C=2C=NNC2C1)NCCOCCCCNCC1=CC(=C(C(=C1)F)OC(F)(F)F)F